C1=CC=CC=2C3=CC=CC=C3C(C12)COC(=O)NCCCCCCCC(=O)O 8-((((9H-fluoren-9-yl)methoxy)carbonyl)amino)octanoic acid